2-(3-(2-(2-aminoethoxy)ethoxy)propionylamino)-N-(4,5-dimethylthiazol-2-yl)cyclohexane-1-carboxamide NCCOCCOCCC(=O)NC1C(CCCC1)C(=O)NC=1SC(=C(N1)C)C